1-methyl-2-piperidone CN1C(CCCC1)=O